ClC=1C(N(C(=CC1O)C)C1=CC(=NC=C1C)C1=NC(=NC=C1)C(C)(C)O)=O 3-chloro-4-hydroxy-2'-[2-(2-hydroxypropan-2-yl)pyrimidin-4-yl]-5',6-dimethyl-[1,4'-bipyridin]-2-one